(R)-N-(2-hydroxy-1-phenylethyl)-2-(piperidin-4-yl)benzo[d]thiazole-6-carboxamide OC[C@@H](C1=CC=CC=C1)NC(=O)C1=CC2=C(N=C(S2)C2CCNCC2)C=C1